BrC1=C2C(=C(C(=NC2=CC=C1F)Cl)C)C(=O)Cl bromo-2-chloro-6-fluoro-3-methyl-quinoline-4-carbonyl chloride